Cl.COC([C@H](CC(C)C)NC([C@H](CC(C)(C)C)N)=O)=O (S)-2-((S)-2-amino-4,4-dimethylpentanoylamino)-4-methylpentanoic acid methyl ester hydrochloride